Z-asparagine C1=CC=C(C=C1)COC(=O)NC(CC(=O)N)C(=O)O